(S)-7-((5,5-dioxidodibenzo[b,d]thiophene-2-carbonyl)glycyl)-1,4-dioxa-7-azaspiro[4.4]nonane-8-carboxylic acid O=S1(C2=C(C3=C1C=CC=C3)C=C(C=C2)C(=O)NCC(=O)N2CC3(OCCO3)C[C@H]2C(=O)O)=O